N1=C(C=CC2=CC=CC=C12)C1=CCCCN1C(=O)OC(C)(C)C tert-butyl 6-(quinolin-2-yl)-3,4-dihydropyridine-1(2H)-carboxylate